(S)-N-(1-(4-(1-naphthoyl)piperazin-1-yl)-6-acrylamido-1-oxohexan-2-yl)-4-phenylbutanamide C1(=CC=CC2=CC=CC=C12)C(=O)N1CCN(CC1)C([C@H](CCCCNC(C=C)=O)NC(CCCC1=CC=CC=C1)=O)=O